1-isopropyl-1H-1,2,4-triazole-5-carboxylate C(C)(C)N1N=CN=C1C(=O)[O-]